COC(C1=CC(=CC=C1)NC1CCC2=CC(=CC=C12)NC(C=C)=O)=O 3-((5-acrylamido-2,3-dihydro-1H-inden-1-yl)amino)benzoic acid methyl ester